FC1(C(C2=C(C=CC(=C12)OC1=CC(=CC(=C1)C)F)I)=O)F 8,8-difluoro-2-(3-fluoro-5-methylphenoxy)-5-iodobicyclo[4.2.0]octa-1,3,5-triene-7-one